(2r,3s,4r,5r)-2-(2-(2-amino-3-bromoquinolin-7-yl)ethyl)-5-(4-amino-7H-pyrrolo[2,3-d]pyrimidin-7-yl)-2,3-dimethyltetrahydrofuran-3,4-diol NC1=NC2=CC(=CC=C2C=C1Br)CC[C@]1(O[C@H]([C@@H]([C@@]1(O)C)O)N1C=CC2=C1N=CN=C2N)C